malic acid, potassium salt [K+].C(C(O)CC(=O)[O-])(=O)[O-].[K+]